C1(=C(C(=CC(=C1)C)C)[V](C1=C(C=C(C=C1C)C)C)(C1=C(C=C(C=C1C)C)C)C1=C(C=C(C=C1C)C)C)C tetramesityl-vanadium(IV)